O=C=CCCC Oxopentene